3-chloropyrazolo[1,5-a]pyridine ClC=1C=NN2C1C=CC=C2